P(OC1=CC=CC=C1)(OC1=CC=CC=C1)(=O)Cl diphenyl phosphorochloridate